N1=C(C=CC2=CC=CC=C12)CNC(=O)C1(CC2=CC=CC=C2C1)CC(=O)O 2-(2-((quinolin-2-ylmethyl)carbamoyl)-2,3-dihydro-1H-inden-2-yl)acetic acid